(1R,3S)-3-(3-{[(5-methyl-1,3-oxazol-2-yl)acetyl]-amino}-1H-pyrazol-5-yl)-cyclopentyl [(3ξ)-3-meth-yltetrahydrofuran-3-yl]-carbamate CC1(COCC1)NC(O[C@H]1C[C@H](CC1)C1=CC(=NN1)NC(CC=1OC(=CN1)C)=O)=O